4-fluoro-N-methyl-5-(piperazin-1-yl)picolinamide hydrochloride Cl.FC1=CC(=NC=C1N1CCNCC1)C(=O)NC